CC1CCC2(CC12)C(C)C 4-methyl-1-isopropyl-bicyclo[3.1.0]hexane